S1C(=CC=C1)C(C(=O)OCC)O ethyl thiolglycolate